ethyl 1-cyclopentyl-5-(thiazol-4-yl)-1H-pyrazole-3-carboxylate C1(CCCC1)N1N=C(C=C1C=1N=CSC1)C(=O)OCC